FC(C(=O)O)(F)F.O=C1NC(CCC1NC=1C=CC(=NC1)C1CCN(CC1)CC(=O)O)=O 2-[4-[5-[(2,6-dioxo-3-piperidinyl)amino]-2-pyridinyl]-1-piperidinyl]acetic acid trifluoroacetate